(1S,2S,3S)-2-hydroxycyclopentane OC1CCCC1